ClC=1C(=C(C=CC1)[C@@H]1N(OCC1)C1=CC(=NC=N1)NC=1C(=CC(=C(C1)NC(C=C)=O)N1CCC(CC1)N1C[C@@H](OCC1)C)OC)F N-(5-((6-((R)-3-(3-chloro-2-fluorophenyl)isoxazolidine-2-yl)pyrimidine-4-yl)amino)-4-methoxy-2-(4-((S)-2-methylmorpholino)piperidine-1-yl)phenyl)acrylamide